CC1=NC=CC=C1S(=O)(=O)Cl 2-methylpyridine-3-sulfonyl chloride